ClC1=C(C(=CC(=C1)C(C(F)(F)F)(C(F)(F)F)F)Cl)N1N=CC=C1 1-(2,6-Dichloro-4-(perfluoropropan-2-yl)phenyl)-1H-pyrazole